2-((tert-butyldimethylsilyl)oxy)-N-((6-fluoro-1-tosyl-1H-indol-4-yl)methyl)ethan-1-amine [Si](C)(C)(C(C)(C)C)OCCNCC1=C2C=CN(C2=CC(=C1)F)S(=O)(=O)C1=CC=C(C)C=C1